P1(=O)(OC2=CC=C(C=C2)C(C)(C)C2=C(C(=C(C(=C2CCCCCCCCCCCCC)CCCCCCCCCCCCC)O1)CCCCCCCCCCCCC)CCCCCCCCCCCCC)[O-] tetratridecyl-4,4'-isopropylidenediphenyl phosphate